COCOC1=NOC2=C1C(=CC=C2)N[C@H](C)C=2C=C(C=C1C(N(C(=NC21)N2CCOCC2)C)=O)C (R)-8-(1-((3-(methoxymethoxy)benzo[d]isoxazol-4-yl)amino)ethyl)-3,6-dimethyl-2-morpholinoquinazolin-4(3H)-one